6-(2-bromoethynyl)2,3-dimethylquinazolin-4-one BrC#CC=1C=C2C(N(C(=NC2=CC1)C)C)=O